C1(=CC=C(C=C1)CCC=O)C 3-(p-tolyl)propanal